BrC1=C(C=C2C(=CN(C2=C1)C1CCC1)/C(/C(F)F)=N\[S@@](=O)C(C)(C)C)F (S,E)-N-(1-(6-bromo-1-cyclobutyl-5-fluoro-1H-indol-3-yl)-2,2-difluoroethylidene)-2-methylpropane-2-sulfinamide